4-(3-(benzyloxy)pyridin-2-yl)-N-(3-bromo-5-(methylsulfonamido)phenyl)thiophene-2-carboxamide C(C1=CC=CC=C1)OC=1C(=NC=CC1)C=1C=C(SC1)C(=O)NC1=CC(=CC(=C1)NS(=O)(=O)C)Br